sodium lauramide diacetate C(C)(=O)[O-].C(C)(=O)[O-].C(CCCCCCCCCCC)(=O)N.[Na+].[Na+]